CSC(=S)NN=C(C1=NNC=C1)C1=C(C=C(C=C1)Br)OCC1=CC=CC=C1.Cl[Si](C1CCCC1)(C1CCCC1)Cl dichlorodicyclopentyl-silane methyl-2-((2-(benzyloxy)-4-bromophenyl)(1H-pyrazol-3-yl)methylene)hydrazine-1-carbodithioate